FC1=C(OC2=C(C=CC(=C2)F)[N+](=O)[O-])C=CC(=C1)F 2-(2,4-difluorophenoxy)-4-fluoro-1-nitrobenzene